4-((2-(2-ethoxyethyl)-1,2,3,4-tetrahydroisoquinolin-7-yl)(methyl)amino)benzonitrile hydrochloride Cl.C(C)OCCN1CC2=CC(=CC=C2CC1)N(C1=CC=C(C#N)C=C1)C